4-ethynyl-4-hydroxy-3-methylcyclohexa-2,5-dien-1-one C(#C)C1(C(=CC(C=C1)=O)C)O